(S)-N-(6-(1-methyl-5-(piperidin-1-ylmethyl)-1H-pyrazol-4-yl)isoquinolin-3-yl)-2-(3-methylmorpholinyl)acetamide diethyl-2,5-bis(3-bromopropoxy)benzene-1,4-dicarboxylate C(C)OC(=O)C1=C(C=C(C(=C1)OCCCBr)C(=O)OCC)OCCCBr.CN1N=CC(=C1CN1CCCCC1)C=1C=C2C=C(N=CC2=CC1)NC(CN1[C@H](COCC1)C)=O